2-chloro-8-(difluoromethyl)-8-methyl-7,8-dihydro-6H-pyrazolo[1,5-a]pyrrolo[2,3-e]pyrimidine-6-carboxylic acid tert-butyl ester C(C)(C)(C)OC(=O)N1CC(C2=C1C=NC=1N2N=C(C1)Cl)(C)C(F)F